C(N)(OCC(C)=NO)=O [2-(hydroxyimino) propyl] carbamate